ClC(C(=O)N[C@H](C(=O)N1[C@@H]([C@H]2[C@H]3CC[C@@H]([C@H]2C1)C3)C(=O)N[C@H](C(=O)N)C[C@H]3C(NCC3)=O)C(C)(C)C)(F)Cl (2S)-2-{[(1S,2S,3S,6R,7R)-4-[(2S)-2-(2,2-dichloro-2-fluoroacetamido)-3,3-dimethylbutanoyl]-4-azatricyclo[5.2.1.0^{2,6}]decan-3-yl]formamido}-3-[(3S)-2-oxopyrrolidin-3-yl]propanamide